(2R)-2-amino-3-(4-amino-3-chloro-phenyl)propanoic acid dihydrochloride Cl.Cl.N[C@@H](C(=O)O)CC1=CC(=C(C=C1)N)Cl